tert-butyl-2,6-dichloronicotinic acid C(C)(C)(C)C=1C(=NC(=C(C(=O)O)C1)Cl)Cl